COC(=O)C1CCC(CC1)N(C)C(=O)OC(C)(C)C (1r,4r)-4-{[(tert-butoxy)carbonyl](methyl)amino}cyclohexane-1-carboxylic acid methyl ester